O=C[C@H](O)[C@@H](O)[C@@H](O)[C@H](O)C(=O)N galacturonic acid, amide